(4-(4,6-bis([1,1'-biphenyl]-4-yl)-1,3,5-triazin-2-yl)phenyl)phenylboronic acid C1(=CC=C(C=C1)C1=NC(=NC(=N1)C1=CC=C(C=C1)C1=CC=CC=C1)C1=CC=C(C=C1)C1=C(C=CC=C1)B(O)O)C1=CC=CC=C1